C(C)(C)(C)OC(=O)N1CC2(C1)CNCC2(F)F tert-butyl-8,8-difluoro-2,6-diazaspiro[3.4]octane-2-carboxylate